NC=1C(=C2C(=NC1C(=O)N)N(N=C2)C)Br 5-amino-4-bromo-1-methyl-pyrazolo[3,4-b]pyridine-6-carboxamide